((2r,6r)-2-(3-(tert-butyl)-6-isopropyl-9H-carbazol-9-yl)-6-(3,6-di-tert-butyl-9H-carbazol-9-yl)phenyl)boronic acid C(C)(C)(C)C=1C=CC=2N(C3=CC=C(C=C3C2C1)C(C)C)C1=C(C(=CC=C1)N1C2=CC=C(C=C2C=2C=C(C=CC12)C(C)(C)C)C(C)(C)C)B(O)O